C(C1=CC=CC=C1)OC=1C=CC2=C(C(=C(O2)C)C(=O)OCC)C1C ethyl 5-(benzyloxy)-2,4-dimethylbenzofuran-3-carboxylate